rac-(3R*,4R*)-4-{[5-(2,4-Difluoro-phenyl)-isoxazole-3-carbonyl]-amino}-piperidine-3-carboxylic Acid (1-cyano-cyclobutyl)-amide Hydrochloride Cl.C(#N)C1(CCC1)NC(=O)[C@@H]1CNCC[C@H]1NC(=O)C1=NOC(=C1)C1=C(C=C(C=C1)F)F |r|